NCC1CCC(CC1)C(=O)N(C)[C@H](C(F)(F)F)C1=CC=C(C=C1)NC=1C=NC=2N(C1[C@H](C)OC)N=C(N2)Cl 4-(aminomethyl)-N-[(1S)-1-[4-({2-chloro-7-[(1S)-1-methoxyethyl]-[1,2,4]triazolo[1,5-a]pyrimidin-6-yl}amino)phenyl]-2,2,2-trifluoroethyl]-N-methylcyclohexane-1-carboxamide